COC1=CC=C2C(=CC=NC2=C1)OC1=CC=C(C=C1)S1(=NC(CN1)=O)=O 1-(4-((7-methoxyquinolin-4-yl)oxy)phenyl)-4,5-dihydro-3H-1λ6,2,5-thiadiazol-3-one 1-oxide